4-(2-chloroacetyl)N,N-dimethyl-3,4-dihydro-2H-benzo[b][1,4]oxazine-2-carboxamide ClCC(=O)N1C2=C(OC(C1)C(=O)N(C)C)C=CC=C2